C(C)(=O)N1[C@@H](CN(CC1)C(\C=C/Cl)=O)C=1C=C(C=C(C1)Cl)C1=CC(=NC=C1)C(=O)N(C)C (R,Z)-4-(3-(1-acetyl-4-(3-chloroacryloyl)piperazin-2-yl)-5-chlorophenyl)-N,N-dimethylpicolinamide